CC1=C(C=CC=C1C)C(C)C=1N=CN(C1)S(=O)(=O)C 4-[1-(2,3-dimethylphenyl)ethyl]-1-(methylsulfonyl)-1H-imidazole